3-(β-D-glucopyranosyloxy)-4-[(4-isobutylphenyl)-methyl]-5-methyl-1H-pyrazole [C@@H]1([C@H](O)[C@@H](O)[C@H](O)[C@H](O1)CO)OC1=NNC(=C1CC1=CC=C(C=C1)CC(C)C)C